methyl 4-(2-(2-aminopyridin-3-yl)-5-phenyl-1,2-dihydro-3H-imidazo[4,5-b]pyridin-3-yl)benzoate NC1=NC=CC=C1C1NC=2C(=NC(=CC2)C2=CC=CC=C2)N1C1=CC=C(C(=O)OC)C=C1